N-[7-methoxy-4-(1-methyl-1H-pyrazol-4-yl)-1H-1,3-benzodiazol-2-yl]-2-oxa-6-azaspiro[3.4]octane-6-carboxamide COC1=CC=C(C2=C1NC(=N2)NC(=O)N2CC1(COC1)CC2)C=2C=NN(C2)C